C(=O)(O)C1=NC(=NN1)N 5-carboxyl-3-amino-1,2,4-triazole